N[C@H]1CN(C[C@@H]1O)C(=O)C=1NC2=C(C(=C(C=C2C1)I)F)F ((3S,4S)-3-amino-4-hydroxypyrrolidin-1-yl)(6,7-difluoro-5-iodo-1H-indol-2-yl)methanone